C(C(=O)C[C@@H](O)[C@@H](O)[C@H](O)[C@H](O)CO)(=O)[O-] 3-deoxy-D-manno-octulosonate